[Br].C(CCC)N1CN(C=C1)CC 1-butyl-3-ethylimidazole bromine salt